(6-chloro-3-(ethylthio)pyridin-2-yl)-2-(trifluoromethyl)-[1,2,4]triazolo[1,5-a]pyrimidine ClC1=CC=C(C(=N1)C1=NC=2N(C=C1)N=C(N2)C(F)(F)F)SCC